ClC=1C(=NC(=NC1)NC1=C(C=C(C=C1)N1CCN(CC1)C([2H])([2H])[2H])OC)OC1=CC(=CC=C1)[N+](=O)[O-] 5-chloro-N-(2-methoxy-4-(4-(methyl-d3)piperazin-1-yl)phenyl)-4-(3-nitrophenoxy)pyrimidin-2-amine